2-methoxy-N-methyl-N-(1,2,3,4-tetrahydroisoquinolin-5-yl)acetamide Tert-butyl-N-[7-(methylamino)heptyl]carbamate C(C)(C)(C)OC(NCCCCCCCNC)=O.COCC(=O)N(C1=C2CCNCC2=CC=C1)C